C(C=C)(=O)O.C(C=C)(=O)O.C(CCO)O.C(CCO)O.C(CCO)O tri-1,3-propanediol diacrylate